4-(4-fluorophenoxy)methyl-N-(4-hydroxy-3-(methylsulfonyl)phenyl)benzamide FC1=CC=C(OCC2=CC=C(C(=O)NC3=CC(=C(C=C3)O)S(=O)(=O)C)C=C2)C=C1